2-(bis(2-(tetradecyloxy)ethyl)amino)-N-(2-hydroxyethyl)-N,N-dimethyl-2-oxoethylammonium bromide [Br-].C(CCCCCCCCCCCCC)OCCN(C(C[N+](C)(C)CCO)=O)CCOCCCCCCCCCCCCCC